NC1(CC1)C1=CC=CC(=N1)NCC1CC1 6-(1-aminocyclopropyl)-N-(cyclopropylmethyl)pyridin-2-amine